FC(C1=NN=C(S1)NC(=O)C1=NN2C(C(N(CC2)CCC2=C(C=CC=C2)F)=O)=C1C)(F)F 5-[2-(2-Fluorophenyl)ethyl]-3-methyl-4-oxo-4,5,6,7-tetrahydropyrazolo[1,5-a]pyrazine-2-carboxylic acid (5-trifluoromethyl-[1,3,4]thiadiazol-2-yl) amide